C(C=CCCCCCCCCCCCCCCCCC)(=O)[O-].[In+3].C(C=CCCCCCCCCCCCCCCCCC)(=O)[O-].C(C=CCCCCCCCCCCCCCCCCC)(=O)[O-] indium eicosenoate